4-(1-(3-(Azetidin-1-ylmethyl)-2-chlorophenyl)-1H-imidazol-4-yl)-N-(1-(methylsulfonyl)piperidin-4-yl)-5-(trifluoromethyl)pyrimidin-2-amine N1(CCC1)CC=1C(=C(C=CC1)N1C=NC(=C1)C1=NC(=NC=C1C(F)(F)F)NC1CCN(CC1)S(=O)(=O)C)Cl